ethyl N-(2-chloroacetyl)-N-phenylglycinate ClCC(=O)N(CC(=O)OCC)C1=CC=CC=C1